2,5-dimethyl-2'-(trifluoromethyl)-4',5'-dihydrospiro[indoline-3,3'-pyrrole] CC1NC2=CC=C(C=C2C12C(=NCC2)C(F)(F)F)C